3-(5-(4-((2-(trimethylsilyl)ethoxy)methyl)-4H-1,2,4-triazol-5-yl)pyridin-3-yl)phenyl (naphthalen-2-ylmethyl)carbamate C1=C(C=CC2=CC=CC=C12)CNC(OC1=CC(=CC=C1)C=1C=NC=C(C1)C=1N(C=NN1)COCC[Si](C)(C)C)=O